COC=1C=C(C=CC1OC)C1=NC(=NC(=C1)C1=CC=CC=C1)NN 4-(3,4-dimethoxyphenyl)-2-hydrazino-6-phenylpyrimidine